C#[N+]C1CCCCC1 The molecule is an organic cation that is the conjugate acid of cyclohexyl isocyanide, arising from protonation of the negatively charged methylidyne carbon; major species at pH 7.3. It is a conjugate acid of a cyclohexyl isocyanide.